C(C)OC(=O)C1(CCN(CC1)C(=O)OC(C)(C)C)C([C@H](C)O)=O (S)-4-(2-hydroxypropionyl)piperidine-1,4-dicarboxylic acid 1-(tert-butyl) 4-ethyl ester